(5-((tert-Butyldimethylsilyl)oxy)-2,2-dimethylpentyl)carbamic acid tert-butyl ester C(C)(C)(C)OC(NCC(CCCO[Si](C)(C)C(C)(C)C)(C)C)=O